1-ethyl-6-fluoro-7-(4-methylpiperazin-1-yl)-3-(4-hydroxy-cinnamoyl)-quinoline C(C)N1CC(=CC2=CC(=C(C=C12)N1CCN(CC1)C)F)C(C=CC1=CC=C(C=C1)O)=O